IC1=NN(C2=NC(=CN=C21)N2CCC1(CC(N(C1)C=1C=NC(=CC1)C(F)(F)F)=O)CC2)C2OCCCC2 8-(3-iodo-1-(tetrahydro-2H-pyran-2-yl)-1H-pyrazolo[3,4-b]pyrazin-6-yl)-2-(6-(trifluoromethyl)pyridin-3-yl)-2,8-diazaspiro[4.5]decan-3-one